ClC=1C=CC(=C(C1)NC(=O)C=1SC(N2C1NC(C1=CC3=C(C=C21)OCO3)=O)=S)C N-(5-chloro-2-methylphenyl)-5-oxo-1-thioxo-4,5-dihydro-1H-[1,3]dioxolo[4,5-g]thiazolo[3,4-a]quinazoline-3-carboxamide